C1(CC1)N1CCC2(CC1)OC1=C(C2)C=C(C=C1)C=1NC[C@H](CC1)C (S)-1'-cyclopropyl-5-(5-methyl-1,4,5,6-tetrahydropyridin-2-yl)-3H-spiro[benzofuran-2,4'-piperidine]